methyl (1-ethyl-5-oxopyrrolidin-2-yl)sulfonate C(C)N1C(CCC1=O)S(=O)(=O)OC